Ethyl (Z)-2-azido-3-(5-fluorothiophen-2-yl)acrylate N(=[N+]=[N-])\C(\C(=O)OCC)=C/C=1SC(=CC1)F